3,6-dichloro-N-methyl-1-(2-trimethylsilylethoxymethyl)pyrazolo[3,4-d]pyrimidin-4-amine ClC1=NN(C2=NC(=NC(=C21)NC)Cl)COCC[Si](C)(C)C